5-(azetidin-2-ylmethoxy)-2-methyl-N-(1-(7-(methylsulfonamido)quinolin-5-yl)cyclopropyl)benzamide N1C(CC1)COC=1C=CC(=C(C(=O)NC2(CC2)C2=C3C=CC=NC3=CC(=C2)NS(=O)(=O)C)C1)C